C(C)OC(=[Se])C=1NC2=CC=CC=C2C1 selenoindole-2-carboxylic acid ethyl ester